C[N+]1(CCC(CC1)C)C 1,1-dimethyl-4-methylpiperidinium